C1(CC1)C1=NN(N=C1)COCC[Si](C)(C)C 4-cyclopropyl-2-((2-(trimethylsilyl)ethoxy)methyl)-2H-1,2,3-triazole